N1CCC=2C1=NC=CC2 2,3-dihydro-1H-pyrrolo[2,3-b]Pyridine